2'-O-methylpseudouridine CO[C@H]1[C@@H](O[C@@H]([C@H]1O)CO)C1=CNC(=O)NC1=O